COC1=C(C=C(C=C1)N)N 4-methoxy-1,3-phenylenediamine